COC1=C(C=C(C(=C1)[N+](=O)[O-])S(=O)(=O)O)N1[NH2+]C(=NN1C1=C(C=C(C(=C1)S(=O)(=O)O)[N+](=O)[O-])OC)C(=O)NC1=CC=CC=C1 2,3-bis(2-methoxy-4-nitro-5-sulfo-phenyl)-2H-tetrazolium-5-carboxanilide